7-((1R,3R)-3-(2-fluoro-6-methylphenyl)cyclopentyl)-3-methyl-5-((3-(trifluoromethyl)pyrazin-2-yl)methyl)pyrido[2,3-b]pyrazin-6(5H)-one FC1=C(C(=CC=C1)C)[C@H]1C[C@@H](CC1)C1=CC=2C(=NC(=CN2)C)N(C1=O)CC1=NC=CN=C1C(F)(F)F